N-methyl-3-(1-methyl-1H-imidazol-4-yl)-1-(4-(trifluoromethoxy)phenyl)-1H-indole-5-sulfonamide CNS(=O)(=O)C=1C=C2C(=CN(C2=CC1)C1=CC=C(C=C1)OC(F)(F)F)C=1N=CN(C1)C